OC1=NC2=CC=C(C=C2C(N1CCOC)=O)[N+](=O)[O-] 2-hydroxy-3-(2-methoxyethyl)-6-nitroquinazolin-4(3H)-one